C[C@H]1C(=O)C[C@H]([C@@H]2[C@@]1(CC[C@H]3[C@]2(CC[C@@]4([C@@]3(CC[C@@]5([C@H]4CC(CC5)(C)C)C)C)C)C)C)O The molecule is a pentacyclic triterpenoid that is friedelin substituted by a beta-hydroxy group at position 1. It has been isolated from the leaves of Garcia parviflora. It has a role as a plant metabolite. It is a cyclic terpene ketone and a pentacyclic triterpenoid. It derives from a friedelin.